ClC=1C=C(C=CC1)[C@@H](CO)N1CC=C(C=C1)C=1C=C2C(=NNC2=CC1)NC (S)-1-(1-(3-chlorophenyl)-2-hydroxyethyl)-4-(3-(methylamino)-1H-indazol-5-yl)pyridine